ClC=1C=CC(=C(C1)NC=1C=C2CN(C(C2=CC1)=O)C)[N+](=O)[O-] 5-((5-chloro-2-nitrophenyl)amino)-2-methylisoindoline-1-one